{[4-(2-{4-[(4-fluorophenyl)carbonyl]piperazinyl}-2-oxoethyl)phenyl]amino}-N-[(4-methoxyphenyl)methyl]carboxamide FC1=CC=C(C=C1)C(=O)N1CCN(CC1)C(CC1=CC=C(C=C1)NC(=O)NCC1=CC=C(C=C1)OC)=O